(E)-2,5-difluoro-6-isopropyl-3-phenylvinylphenol FC1=C(C(=C(C=C1\C=C\C1=CC=CC=C1)F)C(C)C)O